N-(3,4-difluorophenyl)-1-methyl-4-nitro-1H-pyrrole-2-carboxamide FC=1C=C(C=CC1F)NC(=O)C=1N(C=C(C1)[N+](=O)[O-])C